4-([1,2,4]triazolo[1,5-a]pyridin-7-yloxy)-5-chloro-2-fluoroaniline N=1C=NN2C1C=C(C=C2)OC2=CC(=C(N)C=C2Cl)F